3-(2-fluoroethoxy)-1-((2-(trimethylsilyl)ethoxy)methyl)-1H-pyrazol-4-amine FCCOC1=NN(C=C1N)COCC[Si](C)(C)C